COCC1C2C=CC(C1)C2 5-(methoxymethyl)bicyclo-[2.2.1]hept-2-ene